(Sa)-4-fluoro-N-(6-((methylsulfonyl)carbamoyl)spiro[3.3]heptane-2-yl)-1-(4-(trifluoromethoxy)benzyl)-1H-indole-7-carboxamide FC1=C2C=CN(C2=C(C=C1)C(=O)NC1CC2(C1)CC(C2)C(NS(=O)(=O)C)=O)CC2=CC=C(C=C2)OC(F)(F)F